C(C=C)(=O)N1[C@@H](OC2([C@H]1C)CCN(CC2)C(=O)N([C@@H](C(C)C)C(=O)OC)C)C methyl N-((2S,4R)-3-acryloyl-2,4-dimethyl-1-oxa-3,8-diazaspiro[4.5]decane-8-carbonyl)-N-methyl-L-valinate